C(C)(C)(C)OC(=O)N1[C@H](CCC1)COC1=NC=CC=C1C=C (R)-2-(((3-vinylpyridin-2-yl)oxy)methyl)pyrrolidine-1-carboxylic acid tert-butyl ester